ClC=1C=C(OCC(=O)O)C=CC1C(F)F 2-[3-chloro-4-(difluoromethyl)phenoxy]acetic acid